3,3-dimethyl-N-phenethyl-2H-benzo[b][1,4]oxazine-4(3H)-carboxamide CC1(N(C2=C(OC1)C=CC=C2)C(=O)NCCC2=CC=CC=C2)C